CCC=CCCCCCC 3-decene